(1S,3R)-2-(2-fluoro-2-methyl-propyl)-1-[5-[[1-(3-methoxypropyl)azetidin-3-yl]methyl]-2-thienyl]-3-methyl-1,3,4,9-tetrahydropyrido[3,4-b]indole FC(CN1[C@@H](C=2NC3=CC=CC=C3C2C[C@H]1C)C=1SC(=CC1)CC1CN(C1)CCCOC)(C)C